(7R)-2-{2-[1-(2,2-difluoroethyl)-1H-indol-2-yl]-7-methoxy-1-[(1-methyl-1H-pyrazol-4-yl)methyl]-1H-1,3-benzodiazole-5-carbonyl}-2-azabicyclo[2.2.1]heptan-7-amine FC(CN1C(=CC2=CC=CC=C12)C1=NC2=C(N1CC=1C=NN(C1)C)C(=CC(=C2)C(=O)N2C1CCC(C2)[C@H]1N)OC)F